5,6-dihydroxyacenaphthylene tert-butyl-(R)-4-(1-(3-(2,6-bis(benzyloxy)pyridin-3-yl)-1-methyl-1H-indazol-6-yl)pyrrolidine-3-carbonyl)piperazine-1-carboxylate C(C)(C)(C)OC(=O)N1CCN(CC1)C(=O)[C@H]1CN(CC1)C1=CC=C2C(=NN(C2=C1)C)C=1C(=NC(=CC1)OCC1=CC=CC=C1)OCC1=CC=CC=C1.OC1=CC=C2C=CC=3C=CC(=C1C32)O